(S)-7-(4-fluorobenzyl)-2-methyl-6-(2-morpholinoethoxy)-2,3-dihydro-1H-pyrido[2,3-b][1,4]oxazine FC1=CC=C(CC2=CC3=C(OC[C@@H](N3)C)N=C2OCCN2CCOCC2)C=C1